N-(5-(2-(3-methoxyazetidin-1-yl)acetamido)-2-methylpyridin-3-yl)-2-(2-methoxypyridin-3-yl)pyrazolo[5,1-b]thiazole-7-carboxamide COC1CN(C1)CC(=O)NC=1C=C(C(=NC1)C)NC(=O)C=1C=NN2C1SC(=C2)C=2C(=NC=CC2)OC